CC=1C2=C(C=NC1)N=C(N2)C(=O)N2C(C1=CC=NC=C1CC2)C (7-Methyl-1H-imidazo[4,5-c]pyridin-2-yl)(1-methyl-3,4-dihydro-2,6-naphthyridin-2(1H)-yl)methanone